CC=CC(=O)O β-methyl-acrylic acid